4,6-dichloro-2-(4-(ethylsulfonyl)benzyl)-5-(2-(trifluoromethyl)phenyl)-1H-benzo[d]imidazole ClC1=C(C(=CC=2NC(=NC21)CC2=CC=C(C=C2)S(=O)(=O)CC)Cl)C2=C(C=CC=C2)C(F)(F)F